C(C)(C)(C)OC(=O)N1N=CC(=C1)C1=CNC2=C(C=CC=C12)NC([C@H](C1=CC(=CC=C1)OC)NC(=O)OC(C)(C)C)=O 4-{7-[(2S)-2-[(tert-butoxycarbonyl)amino]-2-(3-methoxyphenyl)acetamido]-1H-indol-3-yl}pyrazole-1-carboxylic acid tert-butyl ester